8-hydroxy-5-(1-hydroxy-2-{2-[4-(6-methoxy-biphenyl-3-ylamino)-phenyl]-ethylamino}-ethyl)-1H-quinolin-2-one OC=1C=CC(=C2C=CC(NC12)=O)C(CNCCC1=CC=C(C=C1)NC=1C=C(C(=CC1)OC)C1=CC=CC=C1)O